C(C=C)(=O)O.C(C=C)(=O)O.C(CCCCCCCCCCCCCCCCCCCCCC)O tricosanol diacrylate